oxaepin O1C=CC=CC=C1